3,3,4,4,5,5,6,6,7,7,8,8,8-tridecafluorooctyl methacrylate C(C(=C)C)(=O)OCCC(C(C(C(C(C(F)(F)F)(F)F)(F)F)(F)F)(F)F)(F)F